(dihydro-1'H,3'H-spiro[oxetan-3,2'-pyrrolizine]-7a'(5'H)-yl)-methanol C1C2(CN3CCCC13CO)COC2